C1(CC1)C=1C=CC(=C2NC(C=3N(C12)C=NN3)(C)C)F 9-cyclopropyl-6-fluoro-4,4-dimethyl-4,5-dihydro-[1,2,4]triazolo[4,3-a]quinoxaline